tert-butyl (R)-3-(hydroxymethyl)piperidine-1-carboxylate OC[C@H]1CN(CCC1)C(=O)OC(C)(C)C